C1CCC2=C(C=3CCCC3C=C12)NC(=O)NS(=O)(=N)C=C N-((1,2,3,5,6,7-hexahydro-s-indacen-4-yl)carbamoyl)ethene-1-sulfonimidamide